5,6'-dimethoxy-[2,5'-bipyrimidin]-4-amine COC=1C(=NC(=NC1)C=1C=NC=NC1OC)N